Cl.NC1=CC=C(C=C1)B(O)O 4-aminophenylboronic acid, Hydrochloride